2,3,4,5-tetrachloro-6-(10-hydroxy-5,5,7-trimethyl-2,3-dihydro-1H,5H-pyrido[3,2,1-ij]quinoline-9-carbonyl)benzoic acid ClC1=C(C(=O)O)C(=C(C(=C1Cl)Cl)Cl)C(=O)C=1C(=C2CCCN3C2=C(C1)C(=CC3(C)C)C)O